6-(2'-((3,3-difluoropiperidin-1-yl)methyl)-2,3,5,6-tetrafluoro-[1,1'-biphenyl]-4-yl)-2-methyl-1H-benzo[d]imidazole-4-carboxylic acid FC1(CN(CCC1)CC1=C(C=CC=C1)C1=C(C(=C(C(=C1F)F)C=1C=C(C2=C(NC(=N2)C)C1)C(=O)O)F)F)F